1-butoxy-1,1,3,3-tetramethyldisiloxane C(CCC)O[Si](O[SiH](C)C)(C)C